C(C)C1=C(C=CC2=C1OC(C=1CNCCC12)=O)N1C[C@@H](N(CC1)C)COC (R)-7-ethyl-8-(3-(methoxymethyl)-4-methylpiperazin-1-yl)-1,2,3,4-tetrahydro-5H-chromeno[3,4-c]pyridin-5-one